1-methyl-2-(4-(methylsulfonyl)phenyl)-1H-benzo[d]imidazole CN1C(=NC2=C1C=CC=C2)C2=CC=C(C=C2)S(=O)(=O)C